C(CCCCCCCCCCCCCCCCC)OC(CCSCCC(=O)OCCCCCCCCCCCCCCCCCC)=O Distearylthiodipropionat